(2S)-2-amino-2-(3,4-dichlorophenyl)ethanol hydrochloride Cl.N[C@H](CO)C1=CC(=C(C=C1)Cl)Cl